cis-osmium bis(2,2'-bipyridine) N1=C(C=CC=C1)C1=NC=CC=C1.N1=C(C=CC=C1)C1=NC=CC=C1.[Os]